The molecule is a sulfonium compound comprising 4-methylthio-2-oxobutanoic acid having an adenosin-5'-yl group attached to the sulfur. It has a role as an Escherichia coli metabolite. It is a sulfonium compound and an organic cation. It derives from a 4-methylthio-2-oxobutanoic acid. It is a conjugate acid of a S-adenosyl-4-methylthio-2-oxobutanoate. C[S+](CCC(=O)C(=O)O)C[C@@H]1[C@H]([C@H]([C@@H](O1)N2C=NC3=C(N=CN=C32)N)O)O